11-Hydroxy-17,18-dimethoxy-7,7-dimethyl-2,8,21-trioxapentacyclo[12.8.0.03,12.04,9.015,20]docosa-3(12),4(9),5,10,15,17,19-heptaen-13-one OC1=CC=2OC(C=CC2C=2OC3COC4=CC(=C(C=C4C3C(C12)=O)OC)OC)(C)C